N-(2-(6-(2,5-dichloropyrimidin-4-yl)-8-fluoroquinolin-3-yl)propan-2-yl)acetamide ClC1=NC=C(C(=N1)C=1C=C2C=C(C=NC2=C(C1)F)C(C)(C)NC(C)=O)Cl